2-([1,1'-biphenyl]-4-yl)-4-chloro-6-(4-(naphthalen-1-yl)phenyl)-1,3,5-triazine C1(=CC=C(C=C1)C1=NC(=NC(=N1)Cl)C1=CC=C(C=C1)C1=CC=CC2=CC=CC=C12)C1=CC=CC=C1